1-[(2R,3R)-3-Amino-2-[2-methyl-3-(trideuteriomethoxy)phenyl]pyrrolidine-1-yl]-2-[3-cyclopropyl-5-(trifluoromethyl)pyrazol-1-yl]ethanone hydrochloride Cl.N[C@H]1[C@H](N(CC1)C(CN1N=C(C=C1C(F)(F)F)C1CC1)=O)C1=C(C(=CC=C1)OC([2H])([2H])[2H])C